COC1=CC=2N(C(C(=C(N2)C(F)(F)F)C2=CC(=CC=C2)OCC(F)(F)F)=O)C=C1 8-methoxy-3-[3-(2,2,2-trifluoroethoxy)phenyl]-2-(trifluoromethyl)-4H-pyrido[1,2-a]pyrimidin-4-one